{1-[4-carbamoyl-5-(2,3-dichlorophenyl)pyrimidin-2-yl]-4-methylpiperidin-4-yl}carbamic acid tert-butyl ester C(C)(C)(C)OC(NC1(CCN(CC1)C1=NC=C(C(=N1)C(N)=O)C1=C(C(=CC=C1)Cl)Cl)C)=O